tridec-2-ene CC=CCCCCCCCCCC